N[C@H](C1CCN(CC1)C(=O)[C@H]1OCC(NC1)=O)C1=C(C=C(C(=C1)Cl)Cl)O (6S)-6-[4-[(R)-amino(4,5-dichloro-2-hydroxyphenyl)methyl]piperidine-1-carbonyl]morpholin-3-one